2'-chloro-4'-(1-(oxetan-3-yl)ethoxy)-4,5,5',6'-tetrahydro-2H-spiro[furan-3,8'-pyrano[3,4-b]pyridine] ClC1=CC(=C2C(=N1)C1(OCC2)COCC1)OC(C)C1COC1